CC1(OB(OC1(C)C)C1=CC=C(OC(C(=O)[O-])C)C=C1)C 4-(4,4,5,5-tetramethyl-1,3,2-dioxaborolan-2-yl)phenoxypropanoate